7-methoxy-6-(4-methoxyphenyl)-2,3-diphenyl-N-(1,3,5-triazin-2-yl)pyrazolo[1,5-a]pyrimidin-5-amine COC1=C(C(=NC=2N1N=C(C2C2=CC=CC=C2)C2=CC=CC=C2)NC2=NC=NC=N2)C2=CC=C(C=C2)OC